2-methoxy-1-[4-methyl-5-(4,4,5,5-tetramethyl-1,3,2-dioxaborolan-2-yl)pyridin-2-yl]ethanone COCC(=O)C1=NC=C(C(=C1)C)B1OC(C(O1)(C)C)(C)C